aminoethyl dodecyl ether C(CCCCCCCCCCC)OCCN